C(C)(C)(C)C1=CC=C(C=C1)C=1C=NC2=CC=C(C=C2N1)C(=O)O 3-(4-(tert-Butyl)phenyl)quinoxaline-6-carboxylic acid